tert-Butyl 2-(((cis)-6,6-difluorohexahydropyrrolo[3,2-b]pyrrol-1(2H)-yl)methyl)butanoate FC1(CN[C@@H]2[C@H]1N(CC2)CC(C(=O)OC(C)(C)C)CC)F